NC1=C(C=2C(=NC(=C(N2)C=C)C(F)(F)F)N1C1=C(C(=CC=C1C)O)C)C(=O)N 6-amino-5-(3-hydroxy-2,6-dimethyl-phenyl)-3-(trifluoromethyl)-2-vinyl-pyrrolo[2,3-b]pyrazine-7-carboxamide